4-(3-aminopyrazolo[1,5-a]pyridin-2-yl)-1,1-dimethylpiperazin-1-ium NC=1C(=NN2C1C=CC=C2)N2CC[N+](CC2)(C)C